[1-(pyrrolidin-1-ylmethyl)cyclopropyl]Methanol N1(CCCC1)CC1(CC1)CO